methyl 3,6-dimethyl-5-(trifluoromethyl)pyrazine-2-carboxylate CC=1C(=NC(=C(N1)C(F)(F)F)C)C(=O)OC